O1C=CC2=C1C=CC(=C2)[C@@H]2C1(C3=CC=CC=C3C2)CCC(CC1)(C(=O)O)NC1=CC(=CC=C1)Cl (1r,2'R,4R)-2'-(1-benzofuran-5-yl)-4-(3-chloroanilino)-2',3'-dihydrospiro[cyclohexane-1,1'-indene]-4-carboxylic acid